CN([C@H]1CN(CC1)CC=1C=C(C=C(C1)C(F)(F)F)NC(=O)C1=CSC=2CN(CCC21)C(=O)C2=CN=C1N2C(=CC=C1)C)C (R)-N-(3-((3-(dimethyl-amino)pyrrolidin-1-yl)-methyl)-5-(trifluorometh-yl)phenyl)-6-(5-methyl-imidazo[1,2-a]pyridine-3-carbonyl)-4,5,6,7-tetra-hydrothieno[2,3-c]pyridine-3-carboxamide